C(C)(C)(C)OC(=O)N1C(CNCC1)C1=CC2=C(NC(O2)=O)C=C1 (2-oxo-2,3-dihydrobenzo[d]oxazol-6-yl)piperazine-1-carboxylic acid tert-butyl ester